2-((2-chloro-3-(4,4,5,5-tetramethyl-1,3,2-dioxaborolan-2-yl)phenyl)carbamoyl)-1-methyl-1,4,6,7-tetrahydro-5H-imidazo[4,5-c]pyridine-5-carboxylic acid tert-butyl ester C(C)(C)(C)OC(=O)N1CC2=C(CC1)N(C(=N2)C(NC2=C(C(=CC=C2)B2OC(C(O2)(C)C)(C)C)Cl)=O)C